CN1S(COC(C1)CO)(=O)=O (4-Methyl-3,3-dioxido-1,3,4-oxathiazinan-6-yl)methanol